2-MORPHOLINOPYRIDINE-3-BORONIC ACID O1CCN(CC1)C1=NC=CC=C1B(O)O